FC=1C=C(CC2=CC(=CN=N2)N2N=CC=3C(NCCC32)=O)C=C(C1)C(F)(F)F 1-(6-(3-fluoro-5-(trifluoromethyl)benzyl)pyridazin-4-yl)-1,5,6,7-tetrahydro-4H-pyrazolo[4,3-c]pyridin-4-one